CN1CC2(CC2C1)C#CC1=C(C=C2C(=NC=NC2=C1)NC1=CC(=C(C=C1)OC1=CC=2N(C=C1)N=CN2)C)N 7-[2-(3-methyl-3-azabicyclo[3.1.0]hexane-1-yl)ethynyl]-N4-[3-methyl-4-([1,2,4]triazolo[1,5-a]pyridin-7-yloxy)phenyl]quinazoline-4,6-diamine